6-(diisopropylcarbamoyl)-2-methoxy-3',6'-dihydro-[3,4'-bipyridine]-1'(2'H)-carboxylic acid tert-butyl ester C(C)(C)(C)OC(=O)N1CCC(=CC1)C=1C(=NC(=CC1)C(N(C(C)C)C(C)C)=O)OC